CN(CCCNCCCCCCCC(=O)O)C 8-((3-(dimethylamino)propyl)amino)octanoic acid